C(#C)C1(CCCC1)O 1-ethynyl-1-cyclopentanol